6-fluoro-7-(5-methyl-1H-indazol-4-yl)-4-hydroxy-1-(2-isopropyl-4-methylpyridin-3-yl)-3-nitro-1,8-naphthyridine-2(1H)-one FC=1C=C2C(=C(C(N(C2=NC1C1=C2C=NNC2=CC=C1C)C=1C(=NC=CC1C)C(C)C)=O)[N+](=O)[O-])O